FC(CC1=CC=C2C(=NC=NC2=C1)N1CCC2(CCN(CC2)CC2CCC(CC2)NS(=O)(=O)CC)CC1)(F)F N-((1R,4R)-4-((9-(7-(2,2,2-trifluoroethyl)quinazolin-4-yl)-3,9-diazaspiro[5.5]undecan-3-yl)methyl)cyclohexyl)ethanesulfonamide